(3R)-3-({5-[4-chloro-2-(trifluoromethyl)phenyl]-1-trityl-1H-indazol-3-yl}carbamoyl)piperidine-1-carboxylic acid tert-butyl ester C(C)(C)(C)OC(=O)N1C[C@@H](CCC1)C(NC1=NN(C2=CC=C(C=C12)C1=C(C=C(C=C1)Cl)C(F)(F)F)C(C1=CC=CC=C1)(C1=CC=CC=C1)C1=CC=CC=C1)=O